C(C)OC(=O)C=1C(=NC(=NC1)SC)N[C@H]1C[C@H](CCC1)O 4-((1R,3S)-3-hydroxycyclohexylamino)-2-(methylthio)pyrimidine-5-carboxylic acid ethyl ester